C1(=CC=CC=C1)N1N=CC(=C1)C=1SC=C(N1)C(=O)N(CCC)[C@@H]1CN(CC1)C(=O)OC(C)(C)C tert-butyl (S)-3-(2-(1-phenyl-1H-pyrazol-4-yl)-N-propylthiazole-4-carboxamido)pyrrolidine-1-carboxylate